6-cyclopentyl-2-(1-ethyl-1H-pyrazol-5-yl)-5-iodo-4(3H)-pyrimidinone C1(CCCC1)C1=C(C(NC(=N1)C1=CC=NN1CC)=O)I